methyl 2-((2-(((tert-butoxycarbonyl)(2-(6-methoxy-3-nitropyridin-2-yl)ethyl)amino)methyl)-3-(difluoromethyl)-phenyl)amino)-4,5-difluorobenzoate C(C)(C)(C)OC(=O)N(CCC1=NC(=CC=C1[N+](=O)[O-])OC)CC1=C(C=CC=C1C(F)F)NC1=C(C(=O)OC)C=C(C(=C1)F)F